N-(8-amino-6-chloro-2,7-naphthyridin-3-yl)-2-methylcyclobutane-1-carboxamide NC=1N=C(C=C2C=C(N=CC12)NC(=O)C1C(CC1)C)Cl